NC1=C(C(NC2=CC=CC(=C12)F)=O)C1=NC2=C(N1)C=C(C=C2)N2CCN(CC2)C 4-amino-5-fluoro-3-[6-(4-methyl-1-piperazinyl)-1H-benzimidazol-2-yl]-2(1H)-quinolinone